3-bromo-3,3-difluoropropane BrC(CC)(F)F